C(C1=CC=CC=C1)NC(C([C@H](C[C@H]1C(NCC1)=O)NC(=O)[C@H]1N(CCCC1)C(=O)C=1NC2=CC=CC=C2C1)O)=O (2S)-N-((2S)-4-(benzylamino)-3-hydroxy-4-oxo-1-((S)-2-oxopyrrolidin-3-yl)butan-2-yl)-1-(1H-indole-2-carbonyl)piperidine-2-carboxamide